CN1CC=2N(CC1)C=CN2 7-methyl-5H,6H,8H-imidazo[1,2-a]pyrazin